C(#N)C1=CC=C(C=C1)C1CCN(CC1)C(=O)C=1C(=CC(=C(C1)C=1NC2=C(CCC(N2)C(=O)N(C)C)N1)C)C 2-(5-(4-(4-cyanophenyl)piperidine-1-carbonyl)-2,4-dimethylphenyl)-N,N-dimethyl-6,7-dihydro-3H-imidazo[4,5-e]-pyridine-5(4H)-carboxamide